N-(2-chlorophenyl)-4-((2-((4-((1-(2-(1-(4-(2,6-dioxopiperidin-3-yl)phenyl)piperidin-4-yl)ethyl)piperidin-4-yl)carbamoyl)phenyl)amino)-5-fluoropyrimidin-4-yl)amino)benzamide ClC1=C(C=CC=C1)NC(C1=CC=C(C=C1)NC1=NC(=NC=C1F)NC1=CC=C(C=C1)C(NC1CCN(CC1)CCC1CCN(CC1)C1=CC=C(C=C1)C1C(NC(CC1)=O)=O)=O)=O